5-(2-fluoropropan-2-yl)-[2,3'-bipyridine]-4',6'-diamine FC(C)(C)C=1C=CC(=NC1)C=1C=NC(=CC1N)N